[Na].C1N(CC2=CC=CC=C12)CC1=CC(C(=CO1)OCC1=CC=C(C(=O)NCC#C)C=C1)=O 4-(((6-(isoindolin-2-ylmethyl)-4-oxo-4H-pyran-3-yl)oxy)methyl)-N-(prop-2-yn-1-yl)benzamide sodium